dibenzyl-N-[3-({2-[(3-aminopropyl){(1R)-1-[1-benzyl-4-(2,5-difluorophenyl)-1H-pyrrol-2-yl]-2,2-dimethylpropyl}amino]-2-oxoethyl}sulfanyl)propanoyl]-beta-alanyl-L-glutamat C(C1=CC=CC=C1)OC([C@@H](NC(CCSCC(=O)N([C@H](C(C)(C)C)C=1N(C=C(C1)C1=C(C=CC(=C1)F)F)CC1=CC=CC=C1)CCCN)=O)C(CC(=O)OCC1=CC=CC=C1)C([C@@H](N)C)=O)=O